C(CCCCCCCC=C)OC1=CC=C(C(=O)N=[N+]=[N-])C=C1 4-(9-decenoxy)benzoylazide